3-chloro-N-(1-(2-(2-(trifluoromethyl)pyridin-4-yl)thiazol-5-yl)ethyl)benzamide ClC=1C=C(C(=O)NC(C)C2=CN=C(S2)C2=CC(=NC=C2)C(F)(F)F)C=CC1